C(C1=CC=CC=C1)[C@H](C[C@@H](CN1[C@@H](CN(CC1)CC=1C=NC=CC1)C(=O)NC(C)(C)C)O)C(=O)N[C@@H]1[C@@H](CC2=CC=CC=C12)O (2S)-1-[(2S,4r)-4-benzyl-2-hydroxy-5-[[(1S,2r)-2-hydroxy-2,3-dihydro-1H-inden-1-yl]amino]-5-oxopentyl]-N-t-butyl-4-(pyridin-3-ylmethyl)piperazine-2-carboxamide